N(C(=N)N)C(=O)C=1C=C(C=CC1F)NC(C1=C(C=C(C(=C1)C1(CC1)F)C(F)(F)F)OC1=C(C=C(C=C1)F)C)=O N-(3-(guanidinoformyl)-4-fluorophenyl)-2-(4-fluoro-2-methylphenoxy)-5-(1-fluorocyclopropyl)-4-(trifluoromethyl)benzamide